tert-Butyl 4-(4-(N-(3-ethoxy-3-oxopropyl)cyanamido)phenyl)piperazine-1-carboxylate C(C)OC(CCN(C#N)C1=CC=C(C=C1)N1CCN(CC1)C(=O)OC(C)(C)C)=O